ClC=1C(=C(C(=O)ONC(C2=CC=CC=C2)=O)C(=CC1)Cl)OC N-((3,6-dichloro-2-methoxybenzoyl)oxy)benzamide